((2S,5R)-5-(5-amino-7,9-difluoro-[1,2,4]triazolo[1,5-c]quinazolin-2-yl)-2-methylpiperidin-1-yl)(5-(2-hydroxypropan-2-yl)pyrazin-2-yl)methanone NC1=NC=2C(=CC(=CC2C=2N1N=C(N2)[C@@H]2CC[C@@H](N(C2)C(=O)C2=NC=C(N=C2)C(C)(C)O)C)F)F